The molecule is a monocarboxylic acid amide that is tetradecanamide substituted by an oxo group at position 3 and a (3S)-2-oxotetrahydrofuran-3-yl group at the N atom. It is a gamma-lactone, a member of furans and a monocarboxylic acid amide. CCCCCCCCCCCC(=O)CC(=O)N[C@H]1CCOC1=O